1-(2,6-bis(benzyloxy)pyridin-3-yl)-5-bromo-6-fluoro-1H-benzo[d]imidazol-2(3H)-one C(C1=CC=CC=C1)OC1=NC(=CC=C1N1C(NC2=C1C=C(C(=C2)Br)F)=O)OCC2=CC=CC=C2